C[C@@H]1CN(C[C@@H](O1)C)C(=O)C1=CC=C(CN2C3=NC(=NC=C3NC2=O)C2=C(C=CC=C2)C(C)C)C=C1 9-(4-((2R,6S)-2,6-dimethylmorpholine-4-carbonyl)benzyl)-2-(2-isopropylphenyl)-7,9-dihydro-8H-purin-8-one